2-((tert-butoxycarbonyl)(methyl)amino)acrylic acid C(C)(C)(C)OC(=O)N(C(C(=O)O)=C)C